N1,N1,N1,N4,N4,N4-hexamethylbicyclo[2.2.1]heptane-1,4-diaminium C[N+](C12CCC(CC1)(C2)[N+](C)(C)C)(C)C